1-(2-(benzylamino)-2-oxoethyl)-1-(2-((2-((2-hydroxyethyl)carbamoyl)-4-methylthiophen-3-yl)amino)-2-oxoethyl)azepan-1-ium C(C1=CC=CC=C1)NC(C[N+]1(CCCCCC1)CC(=O)NC1=C(SC=C1C)C(NCCO)=O)=O